salicylidene-2-thiophenyl-aniline titanium trichloride [Cl-].[Cl-].[Cl-].[Ti+3].C(C=1C(O)=CC=CC1)=NC1=C(C=CC=C1)C=1SC=CC1